FC(COC1=C(C=C(C(=N1)OC)NS(=O)(=O)C=1C=2C=CC(=NC2C=CC1)N(C)C)F)F N-[6-(2,2-difluoroethoxy)-5-fluoro-2-methoxy-3-pyridyl]-2-(dimethylamino)quinoline-5-sulfonamide